N1CCC2=C1NC=C2 2,3-dihydro-1H-pyrrolo[2,3-b]-pyrrole